m-cyanobenzonitrile C(#N)C=1C=C(C#N)C=CC1